CN(C)C1=CC=CC=C1 N,N-Dimethylanilin